5-Fluoro-1-((4aR,6R,7aS)-2-(heptyloxy)-2-oxoethoxytetrahydro-4H-furo[3,2-d][1,3,2]dioxaphosphorin-6-yl)pyrimidine-2,4(1H,3H)-dione FC=1C(NC(N(C1)[C@H]1C[C@@H]2OPOC([C@@H]2O1)OCC(=O)OCCCCCCC)=O)=O